(R)-2-((5-(5-(4-acetamidobicyclo[2.2.2]oct-1-yl)-1,3,4-thiadiazol-2-yl)-2-chloropyridin-4-yl)amino)acrylamide C(C)(=O)NC12CCC(CC1)(CC2)C2=NN=C(S2)C=2C(=CC(=NC2)Cl)NC(C(=O)N)=C